C1(CCCCC1)CCC(=O)NC1=C(C(=C(C(=C1F)F)C(F)(F)F)F)F 3-cyclohexyl-N-(2,3,5,6-tetrafluoro-4-(trifluoromethyl)phenyl)propanamide